5-((2-chloro-6-fluorobenzofuran-7-yl) carbamoyl)-6,6-dimethyl-5,6-dihydropyrrolo[3,4-c]pyrazole-2(4H)-carboxylate ClC=1OC2=C(C1)C=CC(=C2NC(=O)N2C(C1=NN(C=C1C2)C(=O)[O-])(C)C)F